C(C)(C)(C)OC(=O)N1CCC(CC1)C=1NN=C(N1)CC1=CC(=CC=C1)F 4-[5-(3-Fluoro-benzyl)-2H-[1,2,4]triazol-3-yl]-piperidine-1-carboxylic acid tert-butyl ester